O=S1(CCN(CC1)C1=CC=C(S1)C=C1C(=NOC1=O)C1=CC=CC=C1)=O 4-((5-(1,1-dioxidothiomorpholino)thiophen-2-yl)methylene)-3-phenylisoxazol-5(4H)-one